ClC1=CC(=C2C(=N1)C(=NN2COCC[Si](C)(C)C)NC2COC2)C=C chloro-N-(oxetan-3-yl)-1-((2-(trimethylsilyl)ethoxy)methyl)-7-vinyl-1H-pyrazolo[4,3-B]pyridin-3-amine